1,3-bis(trifluoromethylsulfonyl)trioxidane FC(S(=O)(=O)OOOS(=O)(=O)C(F)(F)F)(F)F